7-bromo-3,4-dihydroisoquinoline-1(2H)-on BrC1=CC=C2CCNC(C2=C1)=O